ClC=1C=C(C=CC1I)CC(=O)O 2-(3-chloro-4-iodophenyl)acetic acid